BrC1=C(C(=CC=C1C(F)(F)F)O)CC(C(=O)OC)(C1=CC=CC=C1)O methyl 3-(2-bromo-6-hydroxy-3-(trifluoromethyl)phenyl)-2-hydroxy-2-phenylpropanoate